3-(4-fluorophenyl)-1-allyl-2,4-dioxo-1,2,3,4-tetrahydropyrimidine-5-carboxamide FC1=CC=C(C=C1)N1C(N(C=C(C1=O)C(=O)N)CC=C)=O